N-(1-Methyl-3-((5-methylpyridin-2-yl)ethynyl)-1H-pyrrolo[2,3-b]pyridin-5-yl)acrylamide CN1C=C(C=2C1=NC=C(C2)NC(C=C)=O)C#CC2=NC=C(C=C2)C